4-(7-fluoro-1,4,4,9-tetramethyl-5H-[1,2,4]triazolo[4,3-a]quinoxalin-8-yl)-1H-indole-7-carbonitrile FC=1C=C2NC(C=3N(C2=C(C1C1=C2C=CNC2=C(C=C1)C#N)C)C(=NN3)C)(C)C